FC1=CC=C(C=C1)[C@]1([C@@H]([C@H](CC(=C1)C1=CC=C(C=C1)F)C1=CC=CC=C1)C=O)NS(=O)(=O)C1=CC=C(C=C1)C N-((1'S,2'R,3'S)-4-fluoro-5'-(4-fluorophenyl)-2'-formyl-3',4'-dihydro-[1,1':3',1''-terphenyl]-1'(2'H)-yl)-4-methylbenzenesulfonamide